2-methoxybenzyl acetate C(C)(=O)OCC1=C(C=CC=C1)OC